C(CCC(=O)NN)(=O)NN butanedioic dihydrazide